hexyl-decyl alcohol myristyl-methylaminopropionate C(CCCCCCCCCCCCC)C(C(=O)OC(CCCCCCCCC)CCCCCC)(C)NC